BrC=1C=C(C2=C(C=C(O2)CNC(=O)C=2C=NN3C2N=CC=C3)C1)CC(=O)OCC(F)(F)F 2,2,2-Trifluoroethyl 2-(5-bromo-2-((pyrazolo[1,5-a]pyrimidine-3-carboxamido)methyl)benzofuran-7-yl)acetate